(E)-1-[4-(5,6-Dihydro-4H-1,3-thiazin-2-ylamino)phenyl]-3-(3-hydroxy-4-methoxyphenyl)prop-2-en-1-one S1C(=NCCC1)NC1=CC=C(C=C1)C(\C=C\C1=CC(=C(C=C1)OC)O)=O